NC1=C(C=NN1C)C(=O)O 5-AMINO-1-METHYL-1H-PYRAZOLE-4-CARBOXYLIC ACID